FC=1C=C(C=CC1F)NC1=NC=CC(=C1)[N+](=O)[O-] N-(3,4-difluorophenyl)-4-nitropyridin-2-amine